(3E)-9,9-dimethoxy-3-nonen-1-ol COC(CCCC/C=C/CCO)OC